2-fluoro-benzene FC1=CC=CC=C1